6-[[2-(1,1-Difluoroethyl)-5-[3-(difluoromethoxy)-4-fluoro-phenyl]-3-pyridyl]methyl]-8-oxa-6-azaspiro[3.4]octan-7-one FC(C)(F)C1=NC=C(C=C1CN1CC2(CCC2)OC1=O)C1=CC(=C(C=C1)F)OC(F)F